6-((5-Cyanopyridin-2-yl)amino)-N-methoxy-4-((2-(N-Methylmethylsulfonamido)phenyl)amino)nicotinamide C(#N)C=1C=CC(=NC1)NC1=NC=C(C(=O)NOC)C(=C1)NC1=C(C=CC=C1)N(S(=O)(=O)C)C